O[C@]1(C[C@H]2CC[C@H]3[C@@H]4CC[C@H](C([C@]4(CC[C@@H]3[C@H]2CC1)C)=O)C)C (2R,4aS,4bR,6aR,8R,10aS,10bR,12aS)-8-hydroxy-2,8,12a-trimethylhexadecahydrochrysen-1(2H)-one